potassium acetyl sulfoxylate S(OC(C)=O)[O-].[K+]